5-Bromo-1-(4-(trifluoromethyl)phenyl)-1H-indazole BrC=1C=C2C=NN(C2=CC1)C1=CC=C(C=C1)C(F)(F)F